FC1=NC=CC=C1C=1C=C2C(=NNC2=CC1)C(=O)NC1=CC=C2CCNC(C2=C1)C 5-(2-Fluoropyridin-3-yl)-N-(1-methyl-1,2,3,4-tetrahydroisoquinolin-7-yl)-1H-indazole-3-carboxamide